cyclohexanyl-pentanol C1(CCCCC1)C(CCCC)O